cyclopentadienylruthenium(II) chloride C1(C=CC=C1)[Ru]Cl